(S)-(1-(4-iodo-6-methylpyridin-2-yl)pyrrolidin-3-yl)carbamic acid tert-butyl ester C(C)(C)(C)OC(N[C@@H]1CN(CC1)C1=NC(=CC(=C1)I)C)=O